O1C(=CC=C1)C=O Furan-Formaldehyd